ClC1=C(C(=O)N[C@H]2[C@H]3CC[C@@H](C2)N3C#N)C=CC(=C1)N1N=CC3=C1CCC3 2-chloro-N-((1R,2R,4S)-7-cyano-7-azabicyclo[2.2.1]heptan-2-yl)-4-(5,6-dihydrocyclopenta[c]pyrazol-1(4H)-yl)benzamide